FC(C(=O)OC=1C=C(C=C(C(=O)O)C1)C(=O)O)=C(C(C(C(C(C(C(F)(F)F)(F)F)(F)F)(F)F)(F)F)(F)F)F 5-(perfluorononenoyloxy)isophthalic acid